(1R,2S)-2-(((tert-butoxycarbonyl)amino)methyl)cyclobutane-1-carboxylic acid C(C)(C)(C)OC(=O)NC[C@@H]1[C@@H](CC1)C(=O)O